CCCCCCCCCCCCCC(=O)OC[C@H](COP(=O)([O-])OCC[N+](C)(C)C)OC(=O)CCCCCCC/C=C\C/C=C\C/C=C\CC 1-tetradecanoyl-2-(9Z,12Z,15Z-octadecatrienoyl)-sn-glycero-3-phosphocholine